ClC=1C=C(C=CC1F)NC(=O)N1C2CCC1CC=1C(=NC=CC12)F N-(3-chloro-4-fluorophenyl)-1-fluoro-6,7,8,9-tetrahydro-5H-5,8-epiminocyclohepta[c]-pyridine-10-carboxamide